3,6-diglycidyl-hexachloro-hexane C(C1CO1)C(C(C(Cl)(Cl)Cl)(Cl)Cl)(CCCCC1CO1)Cl